C12(CC3CC(CC(C1)C3)C2)CC2=NOC(=N2)[C@H](CC2=CC=NC=C2)NC([C@H](CC2=C(C=C(C=C2C)O)C)NC([C@@H](CCCNC(=N)N)N)=O)=O (R)-N-((S)-1-(((S)-1-(3-(adamantan-1-ylmethyl)-1,2,4-oxadiazol-5-yl)-2-(pyridin-4-yl)ethyl)amino)-3-(4-hydroxy-2,6-dimethylphenyl)-1-oxopropan-2-yl)-2-amino-5-guanidino-pentanamide